FC(C=1N=C(NC1)NC(NCCCCCCCCCCCC(=O)O)=O)(F)F 12-(3-(4-(trifluoromethyl)-1H-imidazol-2-yl)ureido)dodecanoic acid